CN(C(C=C)=O)CC=1OC2=C(C1C)C=C(C=C2)OC=2C=NC=CC2 N-methyl-N-((3-methyl-5-(pyridin-3-yloxy)benzofuran-2-yl)methyl)acrylamide